3-(isocyano(tosyl)methyl)thiophene [N+](#[C-])C(C1=CSC=C1)S(=O)(=O)C1=CC=C(C)C=C1